3-[(3-Fluorotetradecyl)sulfanyl]propionic acid FC(CCSCCC(=O)O)CCCCCCCCCCC